OC(C(=O)N)CCCC=CCCCCCCCC=CCCCC hydroxyeicosa-6,15-dienamide